4-[2-ethoxyethyl-[4-(5,6,7,8-tetrahydro-1,8-naphthyridin-2-yl)butyl]amino]-2-[[1-methyl-5-(trifluoromethyl)pyrazole-4-carbonyl]amino]butanoic acid C(C)OCCN(CCC(C(=O)O)NC(=O)C=1C=NN(C1C(F)(F)F)C)CCCCC1=NC=2NCCCC2C=C1